OCCCOC(C1=C(C=CC=C1)O)=O.FC1(CC2=C(C=C(C=C2C1)NC([C@@H](C)N(C)C)=O)F)CO (2R)-N-[2,7-difluoro-2-(hydroxymethyl)indan-5-yl]-2-(dimethylamino)propanamide 3-Hydroxypropyl-2-hydroxybenzoate